CC=1N=CC(=NC1)CCN1N(CC2=CC=CC=C12)C=1C=NC=CC1 N-[(5-methyl-2-pyrazinyl)ethyl]-2-(3-pyridinyl)-2H-indazole